5-(8-(3-fluoro-3-phenylazetidin-1-yl)imidazo[1,2-b]pyridazin-6-yl)pyrimidine-2,4(1H,3H)-dione FC1(CN(C1)C=1C=2N(N=C(C1)C=1C(NC(NC1)=O)=O)C=CN2)C2=CC=CC=C2